bislauroylpropylamide C(CCCCCCCCCCC)(=O)C(CC[NH-])C(CCCCCCCCCCC)=O